1,1-bis[4-(4-aminophenoxy)phenyl]-4-(4-ETHYL-PHENYL)cyclohexane NC1=CC=C(OC2=CC=C(C=C2)C2(CCC(CC2)C2=CC=C(C=C2)CC)C2=CC=C(C=C2)OC2=CC=C(C=C2)N)C=C1